ClC=1C=CC2=C(N=C(O2)C2CCNCC2)C1 5-chloro-2-(piperidin-4-yl)-1,3-benzoxazole